N-[4-(3-cyanophenyl)-5-(2-cyclopropyl-6-methyl-4-pyridyl)thiazol-2-yl]-2-oxa-6-azaspiro[3.3]heptane-6-carboxamide C(#N)C=1C=C(C=CC1)C=1N=C(SC1C1=CC(=NC(=C1)C)C1CC1)NC(=O)N1CC2(COC2)C1